C(C)(C)(C)OC(N[C@H](CN(C)C)C1=C(C(=CC=C1)Cl)F)=O (S)-1-(3-chloro-2-fluorophenyl)-2-(dimethyl-amino)ethylcarbamic acid tert-butyl ester